C(C)(C)(C)OC(NC1=C(C(=NC(=C1)Br)C)F)=O.BrC1=CC(=C(C(=N1)C)F)N(C(OC(C)(C)C)=O)C tert-butyl N-(6-bromo-3-fluoro-2-methyl-4-pyridyl)-N-methyl-carbamate tert-butyl-N-(6-bromo-3-fluoro-2-methyl-4-pyridyl)carbamate